7,9-dihydrofuro[3,4-c][1,5]naphthyridin-6(5H)-one N1=C2C3=C(C(NC2=CC=C1)=O)COC3